S(=O)(=O)(C1=CC=C(C)C=C1)OC[C@@H]1CN(CCO1)C(=O)OC(C)(C)C (S)-tert-Butyl 2-(tosyloxymethyl)morpholine-4-carboxylate